1,3-Cyclohexandion C1(CC(CCC1)=O)=O